CC1=CC=C(C=C1)S(=O)(=O)OCC1(COC1)OC (3-methoxyoxetan-3-yl)methyl 4-methylbenzene-sulfonate